{1-{8-[(4,4-difluorocyclohexyl)carbonyl]-8-azabicyclo[3.2.1]oct-3-yl}-3-[4-(7H-pyrrolo[2,3-d]pyrimidin-4-yl)-1H-pyrazol-1-yl]azetidin-3-yl}acetonitrile FC1(CCC(CC1)C(=O)N1C2CC(CC1CC2)N2CC(C2)(N2N=CC(=C2)C=2C1=C(N=CN2)NC=C1)CC#N)F